FC1=C(C(=C(C(=C1OC(CCNC(CN1C(C=CC1=O)=O)=O)=O)F)F)F)F maleimidoacetyl-β-alanine pentafluorophenyl ester